5-Amino-2-chloro-N-(4-methyl-2-oxopentyl)benzamide NC=1C=CC(=C(C(=O)NCC(CC(C)C)=O)C1)Cl